(2R,3S,5R)-5-(6-Amino-2-fluoro-9H-purin-9-yl)-2-((((S)-(((S)-1-(dodecyloxy)-1-oxo-3-phenylpropan-2-yl)amino)(phenoxy)phosphoryl)oxy) methyl)-2-ethynyltetrahydrofuran-3-yl icosanoate C(CCCCCCCCCCCCCCCCCCC)(=O)O[C@@H]1[C@@](O[C@H](C1)N1C2=NC(=NC(=C2N=C1)N)F)(C#C)CO[P@](=O)(OC1=CC=CC=C1)N[C@H](C(=O)OCCCCCCCCCCCC)CC1=CC=CC=C1